FC=1C=C2C(C=C(OC2=CC1F)C1=CC=CC=C1)=O 6,7-difluoro-2-phenyl-4H-chromen-4-one